C(C)(=O)N1CCC(CC1)(O)C=1C(N(C2=C(C(=NC(=C2C1)N[C@H](C)C1=C(C(=CC=C1)C(F)F)F)C)C#CC1(CC1)N)C)=O (R)-3-(1-acetyl-4-hydroxy-piperidin-4-yl)-8-((1-aminocyclopropyl)ethynyl)-5-((1-(3-(difluoromethyl)-2-fluorophenyl)ethyl)amino)-1,7-dimethyl-1,6-naphthyridin-2(1H)-one